N-(6-(N-(tert-butyl)sulfamoyl)pyridin-2-yl)-5-((1,3-dihydroxy-2-methylpropan-2-yl)amino)-3-(6-azaspiro[2.5]octan-6-yl)pyrazine-2-carboxamide C(C)(C)(C)NS(=O)(=O)C1=CC=CC(=N1)NC(=O)C1=NC=C(N=C1N1CCC2(CC2)CC1)NC(CO)(CO)C